N-[2-(2,4-dichlorophenyl)ethyl]-6,7-dihydroxy-1-(propan-2-yl)-1,2,3,4-tetrahydroisoquinoline-2-carbothioamide ClC1=C(C=CC(=C1)Cl)CCNC(=S)N1C(C2=CC(=C(C=C2CC1)O)O)C(C)C